CC(=CC1=CC=CC=C1)C 2,2-dimethyl-1-phenylethene